FC1(SC(=C(N2C1(C=CC=C2)C)C(=O)[O-])C(=O)OC)F methyl 1,1-difluoro-9a-methyl-1,9a-dihydropyrido[2,1-c][1,4]thiazine-3,4-dicarboxylate